ClC1=CC=C(C(=N1)C(=O)O)N[C@H](C)C=1C=C(C=C2C(N(C(=NC12)N1CC2C(C2C1)(F)F)C)=O)F 6-chloro-3-(((1R)-1-(2-(6,6-difluoro-3-azabicyclo[3.1.0]hexan-3-yl)-6-fluoro-3-methyl-4-oxo-3,4-dihydroquinazolin-8-yl)ethyl)amino)picolinic acid